C([C@H](O)CC(=O)[O-])(=O)OC 1-methyl D-malate